N1(CCC1)C1=NC(=CC2=C(C(=NC=C12)Cl)F)C1=CC(=CC2=CC=C(C(=C12)C#C[Si](C(C)C)(C(C)C)C(C)C)F)OCOC 1-(azetidin-1-yl)-6-chloro-5-fluoro-3-[7-fluoro-3-(methoxymethoxy)-8-[2-(triisopropylsilyl)ethynyl]naphthalen-1-yl]-2,7-naphthyridine